6-methoxy-N-methyl-N-(5-methylpyridin-2-yl)pyridine-2-carboxamide COC1=CC=CC(=N1)C(=O)N(C1=NC=C(C=C1)C)C